O=C1N(C=C(C=C1)C(F)(F)F)C(CNS(=O)(=O)C)CO[C@@H]1CC[C@@H](CC1)C1=CC=CC=C1 N-{2-[2-oxo-5-(trifluoro-methyl)-1,2-dihydropyridin-1-yl]-3-{[(CIS)-4-phenylcyclohexyl]oxy}propyl}methane-sulfonamide